(R)-3-(3-(imidazo[1,2-a]pyridin-8-yl)phenyl)isoxazolidine 2-Ethyl-hexanoate POTASSIUM [K+].C(C)C(C(=O)[O-])CCCC.N=1C=CN2C1C(=CC=C2)C=2C=C(C=CC2)[C@@H]2NOCC2